trans-methyl 3-(8-amino-1-bromoimidazo[1,5-a]pyrazin-3-yl)-1,3-dimethylcyclopentanecarboxylate NC=1C=2N(C=CN1)C(=NC2Br)[C@@]2(C[C@](CC2)(C(=O)OC)C)C